tert-butyl (S)-4-(5-(((benzyloxy)carbonyl)(ethyl)amino)-7-(3-chlorophenyl)-7H-pyrrolo[2,3-d]pyrimidin-4-yl)-3-methylpiperazine-1-carboxylate C(C1=CC=CC=C1)OC(=O)N(C1=CN(C=2N=CN=C(C21)N2[C@H](CN(CC2)C(=O)OC(C)(C)C)C)C2=CC(=CC=C2)Cl)CC